OCCN1C(=NC2=C1C=C(C=C2)C=2C=CN1N=C(N=C(C12)OC)NC1CC(C1)(O)C)C Trans-3-((5-(1-(2-hydroxyethyl)-2-methyl-1H-benzo[d]imidazol-6-yl)-4-methoxypyrrolo[2,1-f][1,2,4]triazin-2-yl)amino)-1-methylcyclobutan-1-ol